CC1=CC(=NC(=N1)OC1CCC2(CC2)CC1)C1=CN=C(S1)NC1=NC=C(C=C1)CN1CCN(CC1)C 5-(6-methyl-2-(spiro[2.5]octan-6-yloxy)pyrimidin-4-yl)-N-(5-((4-methylpiperazin-1-yl)methyl)pyridin-2-yl)thiazol-2-amine